[N+](=O)([O-])C1=CC=C(C=C1)OC(=O)N1C[C@@H](CCC1)N1C(CCCC1)=O (R)-2-oxo-[1,3'-bipiperidine]-1'-carboxylic acid-4-nitrophenyl ester